1-(3,4-dimethoxyphenyl)-2-(2-methoxyphenoxy)ethane-1-one COC=1C=C(C=CC1OC)C(COC1=C(C=CC=C1)OC)=O